1-[4-(1H-Benzoimidazol-4-yl)-phenyl]-3-(1H-pyrazol-4-ylmethyl)-urea N1C=NC2=C1C=CC=C2C2=CC=C(C=C2)NC(=O)NCC=2C=NNC2